C(#N)C=1C=C(C(=O)NC=2C=CC=C3C=CC=NC23)C=CC1 3-Cyano-N-(quinolin-8-yl)benzamide